Methyl 2-[acetyl(4-trifluoromethylbenzyl)amino]-7-chloro-6-hydroxy-1-benzothiophene-3-carboxylate C(C)(=O)N(C=1SC2=C(C1C(=O)OC)C=CC(=C2Cl)O)CC2=CC=C(C=C2)C(F)(F)F